C1(CC1)NC(C1=CC(=C(C=C1)C)C=1C=NNC1)=O N-cyclopropyl-4-methyl-3-(1H-pyrazol-4-yl)benzamide